C(=C)[Si](OC(COC)C)(OC(COC)C)OC(COC)C vinyl-tri(1-methoxy-2-propoxy)silane